OC1=C(C=CC=C1)C(CCCCCCCCC)C1=CC=C(C=C1)O 1-(2-hydroxyphenyl)-1-(4-hydroxyphenyl)decane